BENZYL (2R)-5-AMINO-4-METHYL-1-OXOPENTAN-2-YLCARBAMATE NCC(C[C@H](C=O)NC(OCC1=CC=CC=C1)=O)C